tert-butyl (2R,3S,4S)-3-[3-(1-tert-butoxycarbonylazetidin-3-yl)propanoyloxy]-4-tert-butoxycarbonyloxy-2-[(4-methoxyphenyl)methyl]pyrrolidine-1-carboxylate C(C)(C)(C)OC(=O)N1CC(C1)CCC(=O)O[C@H]1[C@H](N(C[C@@H]1OC(=O)OC(C)(C)C)C(=O)OC(C)(C)C)CC1=CC=C(C=C1)OC